N1N=NN=C1C(=O)OCC ethyl 1H-tetrazole-5-carboxylate